OCC=1C=C(C=CC1C)[C@H](C(C(=O)OC)(C)C)OCC=1N=NN(C1)CCC Methyl (R)-3-(3-(hydroxymethyl)-4-methylphenyl)-2,2-dimethyl-3-((1-propyl-1H-1,2,3-triazol-4-yl)methoxy)propanoate